2-((4-(dimethylamino) butanoyl) oxy)-8-ethyldecyl palmitate C(CCCCCCCCCCCCCCC)(=O)OCC(CCCCCC(CC)CC)OC(CCCN(C)C)=O